C(C)(C)(C)OC(=O)NCC(=O)C1C(C=2C=C3C(C(C(C3=CC2C1=O)=O)C(CNC(OC(C)(C)C)=O)=O)=O)=O tert-butyl N-{2-[6-(2-{[(tert-butoxy)carbonyl]amino}acetyl)-1,3,5,7-tetraoxo-1,2,3,5,6,7-hexahydro-s-indacen-2-yl]-2-oxoethyl}carbamate